5-(4-(2-(4-chlorophenoxy)ethyl)piperidin-1-yl)-3-hydroxypyridine ClC1=CC=C(OCCC2CCN(CC2)C=2C=C(C=NC2)O)C=C1